4-fluorobenzo[d]thiazole-6-carboxamide FC1=CC(=CC2=C1N=CS2)C(=O)N